ClC1=CC(=C(C=N1)C(=O)/N=C/N(C)C)C 6-chloro-N-[(1E)-(dimethylamino)methylene]-4-methylpyridine-3-carboxamide